4,4'-Diisothiocyanatostilbene-2,2'-disulfonic acid disodium salt hydrate O.[Na+].[Na+].N(=C=S)C=1C=C(C(=CC1)C=CC=1C(=CC(=CC1)N=C=S)S(=O)(=O)[O-])S(=O)(=O)[O-]